[NH2+]1CCCC1 r-pyrrolidinium